N1=C2C(=CC(=C1)C=1N(C3=CC=CC=C3C1C(=O)N)CC(=O)N1[C@@H]3CC[C@H]([C@H]1C(NC1=NC(=CC=C1)C)=O)C3)CCC2 (6,7-dihydro-5H-cyclopenta[b]pyridin-3-yl)-1-(2-((1R,3S,4S)-3-(6-methylpyridin-2-ylcarbamoyl)-2-azabicyclo[2.2.1]heptan-2-yl)-2-oxoethyl)-1H-indole-3-carboxamide